C(C1=CC=CC=C1)OC=1C(=NC=C(C1)OC)I 3-(benzyloxy)-2-iodo-5-methoxypyridine